choline sulfobenzenesulfonate S(=O)(=O)(O)C1=C(C=CC=C1)S(=O)(=O)OCC[N+](C)(C)C